CN1C[C@@](C(CC1)=C)(C)CO (S)-(1,3-dimethyl-4-methylenepiperidin-3-yl)methanol